sodium cyclopropane sulfite S(=O)([O-])[O-].C1CC1.[Na+].[Na+]